O1CCN(CC1)CCCNC1=NC=2C(=NC=C(N2)SC=2C(=NC=CC2)C(F)(F)F)N1 N-(3-morpholinopropyl)-5-((2-(trifluoromethyl)pyridin-3-yl)thio)-1H-imidazo[4,5-b]pyrazin-2-amine